N1(C=NC=C1)C=1C=CC(=C(C=O)C1)C 5-(1H-imidazol-1-yl)-2-methylbenzaldehyde